C(CC)(=O)OC1CC2C3C=CCC3C1C2 3a,4,5,6,7,7a-hexahydro-l-4,7-methanoinden-6-yl propionate